N-((1r,4r)-4-((2-(2,6-dioxopiperidin-3-yl)-1,3-dioxoisoindolin-5-yl)oxy)cyclohexyl)-5-(4-((7-ethyl-6-oxo-5,6-dihydro-1,5-naphthyridin-3-yl)methyl)piperazin-1-yl)picolinamide O=C1NC(CCC1N1C(C2=CC=C(C=C2C1=O)OC1CCC(CC1)NC(C1=NC=C(C=C1)N1CCN(CC1)CC=1C=NC=2C=C(C(NC2C1)=O)CC)=O)=O)=O